N-benzyl-2-(5-(4-(2-(1,1-dioxidotetrahydro-2H-thiopyran-4-yl)ethoxy)-2-fluorophenyl)pyridin-2-yl)acetamide C(C1=CC=CC=C1)NC(CC1=NC=C(C=C1)C1=C(C=C(C=C1)OCCC1CCS(CC1)(=O)=O)F)=O